C(C1=CC=CC=C1)(=O)OC=1C(=NC=CC1OC)C(N[C@@H](C)C1=NOC(=N1)C1=CC=CC=C1)=O (S)-4-methoxy-2-((1-(5-phenyl-1,2,4-oxadiazol-3-yl)ethyl)carbamoyl)pyridin-3-yl benzoate